[N+](=O)([O-])C1=CC=C(C=C1)N1CCC(CC1)CN1CCC2(CNC2)CC1 7-((1-(4-nitrophenyl)piperidin-4-yl)methyl)-2,7-diazaspiro[3.5]nonane